ClC=1C=CC2=C(C3=C(O2)C=2C=CC=CC2C=C3)C1 8-chloronaphtho[1,2-b]benzofuran